C1(=CC(=CC=C1)C1=NC(=NC(=N1)Cl)C1=CC=CC=C1)C=1C(=CC=CC1)C1=CC=CC=C1 2-([1,1':2',1''-terphenyl]-3-yl)-4-chloro-6-phenyl-1,3,5-triazine